BrC1=CC=C2NC(C(NC2=C1C(F)F)=O)C 7-bromo-8-(difluoromethyl)-3-methyl-3,4-dihydro-1H-quinoxalin-2-one